ClC1=C(C(=CC=C1)Cl)N1C=2N(C3=C(C1=O)C=NC(=N3)NC3=CC=C1C(CN(CC1=C3)CCF)(C)C)C=CN2 6-(2,6-dichlorophenyl)-2-{[2-(2-fluoroethyl)-4,4-dimethyl-1,2,3,4-tetrahydroisoquinolin-7-yl]amino}imidazo[1,2-a]pyrimido[5,4-e]pyrimidin-5(6H)-one